phenylselenoethane-1-ol C1(=CC=CC=C1)[Se]C(C)O